menthol-propionic acid C1(CC(C(CC1)C(C)C)O)(C)CCC(=O)O